Cl.COC(=O)C=1C=NC=CC=NC1 [1,5]Diazocine-3-carboxylic acid methyl ester hydrochloride